({6-[(1,3-benzothiazol-2-yl)amino]-5-methylpyridazin-3-yl}[3-(diethylamino)propyl]amino)-1,3-thiazole-4-carboxylic acid S1C(=NC2=C1C=CC=C2)NC2=C(C=C(N=N2)N(CCCN(CC)CC)C=2SC=C(N2)C(=O)O)C